NC=1C(=NC(=NC1)N(C1CCOCC1)C)NC1CCC(CC1)C(=O)N (1S,4S)-4-((5-amino-2-(methyl-(tetrahydro-2H-pyran-4-yl)amino)pyrimidin-4-yl)amino)cyclohexane-1-carboxamide